(R)-2-amino-6-((1,3-dihydroxypropan-2-yl)amino)hexanamide N[C@@H](C(=O)N)CCCCNC(CO)CO